(3-(6-(2H-1,2,3-triazol-4-yl)pyrrolo[2,1-f][1,2,4]triazin-4-yl)-3,8-diazabicyclo[3.2.1]oct-8-yl)(cyclopropyl)methanone hydrochloride Cl.N=1NN=C(C1)C=1C=C2C(=NC=NN2C1)N1CC2CCC(C1)N2C(=O)C2CC2